BrC=1C=2C=3N(C(=NC2C=CC1)N[C@H]1C(NCCCC1)=O)N=C(N3)C3=CC=C(C=C3)OC (3R)-3-{[10-bromo-2-(4-methoxyphenyl)[1,2,4]Triazolo[1,5-c]Quinazolin-5-yl]Amino}azepan-2-one